FC=1C=C(CN2C(=NC3=NC=C(C=C32)C=3C=CN2N=CN=C(C23)OC)C)C=CC1 1-(3-fluorobenzyl)-6-(4-methoxypyrrolo[2,1-f][1,2,4]triazin-5-yl)-2-methyl-1H-imidazo[4,5-b]pyridine